COC(=O)C1(NC[C@@H](C1)F)CCCl (4R)-2-(2-chloroethyl)-4-fluoropyrrolidine-2-carboxylic acid methyl ester